2-((4-(2-(4-chlorophenoxy)acetyl)piperazin-1-yl)methyl)-3-(5-(2-hydroxyacetyl)-2-isopropoxyphenyl)quinazolin-4(3H)-one ClC1=CC=C(OCC(=O)N2CCN(CC2)CC2=NC3=CC=CC=C3C(N2C2=C(C=CC(=C2)C(CO)=O)OC(C)C)=O)C=C1